ClC1=CC=C(C=C1)[C@@H]1COC2=C(O1)C=CC=C2C2CCN(CC2)CC2=NC1=C(N2C[C@H]2OCC2)C=C(C=C1OC)C(=O)OCC ethyl 2-((4-((R)-2-(4-chlorophenyl)-2,3-dihydrobenzo[b][1,4]dioxin-5-yl) piperidin-1-yl) methyl)-4-methoxy-1-(((S)-oxetan-2-yl) methyl)-1H-benzo[d]imidazole-6-carboxylate